Cl.ClC1=C(C=CC(=C1)Cl)C=1C=C2C(=NNC2=CC1)NC(=O)C1CN(CCC1)C N-[5-(2,4-dichlorophenyl)-1H-indazol-3-yl]-1-methylpiperidine-3-carboxamide hydrochloride